COC([C@@H](CC=1C=C2C=NNC2=C(C1)C)NC(=O)OC1=CC=CC=C1)=O (R)-3-(7-methyl-1H-indazol-5-yl)-2-((phenoxycarbonyl)amino)propanoic acid methyl ester